FC(CCCCCOC)OC fluoro-1,6-dimethoxyhexane